1-Deoxy-1-(dimethylamino)-D-glucitol CN(C[C@H](O)[C@@H](O)[C@H](O)[C@H](O)CO)C